FC1=C(C(=CC=C1)OC)C1=NC(=CC=C1F)N 2-(2-fluoro-6-methoxyphenyl)-3-fluoro-6-aminopyridine